C1=CC(=CC=C1C(=O)O)N=NC2=CC=C(C=C2)S(=O)(=O)O The molecule is a member of the class of azobenzenes that is azobenzene in which the para position of one of the phenyl groups is substituted by a carboxy group, whilst that of the other phenyl group is substituted by a sulfo group. It is a sulfobenzoic acid, a monocarboxylic acid and a member of azobenzenes. It is a conjugate acid of a 4-carboxylato-4'-sulfonatoazobenzene.